[Pb+2].C(CC=1C(O)=CC=C(O)C1)(=O)[O-].C(CC=1C(O)=CC=C(O)C1)(=O)[O-] homogentisate lead